CC(C(=O)O)CS 2-methyl-3-sulfanylproPanoic acid